(4-((3-bromo-5-methyl-1H-1,2,4-triazol-1-yl)methyl)phenyl)-4-(2,6-difluorobenzyl)-2,4-dihydro-3H-1,2,4-triazol-3-one BrC1=NN(C(=N1)C)CC1=CC=C(C=C1)N1N=CN(C1=O)CC1=C(C=CC=C1F)F